3-Methylbutyric acid 7-[4-(4-benzo[b]thiophen-4-ylpiperazin-1-yl)butoxy]-2-oxo-2H-quinolin-1-ylmethyl ester S1C2=C(C=C1)C(=CC=C2)N2CCN(CC2)CCCCOC2=CC=C1C=CC(N(C1=C2)COC(CC(C)C)=O)=O